2-[(2-amino-6-methoxyphenyl)methylsulfanyl]acetic acid NC1=C(C(=CC=C1)OC)CSCC(=O)O